5-((2R,6S)-4-((1H-imidazol-4-yl)methyl)-6-methylpiperazin-2-yl)-4-methylisobenzofuran-1(3H)-one N1C=NC(=C1)CN1C[C@H](N[C@H](C1)C)C=1C(=C2COC(C2=CC1)=O)C